CN1N=CC(=C1)C1=CC=2N(C(=C1)C1=CC=C(C=C1)N1CCN(CC1)CC1=NC=CC=C1)C(=CN2)C#N 7-(1-methyl-1H-pyrazol-4-yl)-5-(4-(4-(pyridin-2-ylmethyl)piperazin-1-yl)phenyl)imidazo[1,2-a]pyridine-3-carbonitrile